N1(CCC1)C(=O)[C@H]1CN(C(O1)=O)CC1=NC(=CN=C1)C1=CC(=C(C=C1)F)C(C)(F)F |r| (R/S)-5-(Azetidine-1-carbonyl)-3-[[6-[3-(1,1-difluoroethyl)-4-fluoro-phenyl]pyrazin-2-yl]methyl]oxazolidin-2-one